FC=1C=CC(=C(C1)B(O)O)CSC1=NC=CC(=N1)C (5-FLUORO-2-([(4-METHYLPYRIMIDIN-2-YL)SULFANYL]METHYL)PHENYL)BORANEDIOL